ClC=1C=C(C=CC1F)NC(N(CC(C)C)C(C)C1=NNC(C2=CC(=C(C=C12)F)F)=O)=O 3-(3-chloro-4-fluorophenyl)-1-(1-(6,7-difluoro-4-oxo-3,4-dihydrophthalazin-1-yl)ethyl)-1-isobutylurea